C1(CC1)NC(C1=C(C=C(C=C1OC)C1=CN=C2N1C=CC(=C2)OC2CCN(CC2)C)OC(F)F)=O N-cyclopropyl-2-(difluoromethoxy)-6-methoxy-4-[7-[(1-methyl-4-piperidyl)oxy]imidazo[1,2-a]pyridin-3-yl]benzamide